Methyl (E)-3-(5-((4-methylbenzyl)carbamoyl)-4'-phenoxy-[1,1'-biphenyl]-3-yl)acrylate CC1=CC=C(CNC(=O)C=2C=C(C=C(C2)C2=CC=C(C=C2)OC2=CC=CC=C2)/C=C/C(=O)OC)C=C1